FC=1C=CC=C2C(=CN=CC12)N 8-fluoroisoquinolin-4-amine